N-(3-{6-azaspiro[2.5]octane-6-yl}-4-{4-[2-(4,4-difluoropiperidin-1-yl)-3-Fluoro-6-methoxypyridin-4-yl]-1H-1,2,3-triazol-1-yl}phenyl)-2-hydroxyethane-1-sulfonamide C1CC12CCN(CC2)C=2C=C(C=CC2N2N=NC(=C2)C2=C(C(=NC(=C2)OC)N2CCC(CC2)(F)F)F)NS(=O)(=O)CCO